O[C@H]1C[C@H](CCC1)C(=O)OCC ethyl (1s,3r)-3-hydroxycyclohexane-1-carboxylate